racemic-trans-(5-hydroxy cyclopentan-1-yl) ethanethioate C(C)(O[C@@H]1CCC[C@H]1O)=S |r|